C(C=C)(=O)O.C(C=C)(=O)O.C(C=C)(=O)O.OC(O)(O)CCC trihydroxymethyl-propane triacrylate